diethyl ((3-bromo-6-methoxypyridin-2-yl)methyl)phosphonate BrC=1C(=NC(=CC1)OC)CP(OCC)(OCC)=O